6-(4-((1H-indazol-5-yl)amino)-thieno[3,2-d]pyrimidin-2-yl)-N-methyl-1H-indole-2-carboxamide N1N=CC2=CC(=CC=C12)NC=1C2=C(N=C(N1)C1=CC=C3C=C(NC3=C1)C(=O)NC)C=CS2